5-(N-(4-chloro-2-((N-(furan-2-ylmethyl)pyridinecarboxamido)methyl)phenyl)-N-ethylsulfamoyl)-3-methylbenzofuran-2-carboxylic acid ethyl ester C(C)OC(=O)C=1OC2=C(C1C)C=C(C=C2)S(N(CC)C2=C(C=C(C=C2)Cl)CN(C(=O)C2=NC=CC=C2)CC=2OC=CC2)(=O)=O